magnesium mercaptoacetate SCC(=O)[O-].[Mg+2].SCC(=O)[O-]